ClC1=C(C(=C(N=N1)C=1C=CC2=C(N=C(S2)N)C1F)C)C (6-chloro-4,5-dimethyl-pyridazin-3-yl)-4-fluoro-1,3-benzothiazol-2-amine